NC1=NC=2C3=C(C(CC2C=N1)(C)C)C(=NN3)C(=O)NC3=CC=C(C=C3)C(=O)N3CCC(CC3)N3CCN(CC3)C 8-amino-4,4-dimethyl-N-(4-{[4-(4-methylpiperazin-1-yl)piperidin-1-yl]carbonyl}phenyl)-4,5-dihydro-1H-pyrazolo[4,3-H]quinazoline-3-carboxamide